CC=1C(=NN(C(C1)=O)C1=CC=CC=C1)C(=O)N 4-methyl-6-oxo-1-phenylpyridazine-3-carboxamide